Dimethyl Sulphate S(=O)(=O)(OC)OC